COCC1(C2=CC=CC=C2C=2C=CC=CC12)COC 9,9-bis-methoxymethylfluorene